2-methyl-quinazoline-4,7-diamine CC1=NC2=CC(=CC=C2C(=N1)N)N